(naphthalen-2-yl)-3-(p-tolyl)isoquinoline C1=C(C=CC2=CC=CC=C12)C1=NC(=CC2=CC=CC=C12)C1=CC=C(C=C1)C